2,2-di(4-hydroxyphenyl)-propane OC1=CC=C(C=C1)C(C)(C)C1=CC=C(C=C1)O